FC1([C@@H](O[C@@H]([C@H]1O)CO)N1C(N=C(C=C1)C1=C(C(=O)N)C=CC(=N1)OC)=O)F (1-((2r,4r,5r)-3,3-difluoro-4-hydroxy-5-(hydroxymethyl)tetrahydrofuran-2-yl)-2-oxo-1,2-dihydropyrimidin-4-yl)-6-methoxynicotinamide